BrC1=C(C(=C2C(NC=NC2=C1)=O)OC[C@H](CC#N)NC(OC(C)(C)C)=O)Cl tert-butyl (S)-(1-((7-bromo-6-chloro-4-oxo-3,4-dihydroquinazolin-5-yl)oxy)-3-cyanopropan-2-yl)carbamate